1-(4-Bromophenyl)-2-(4-(trifluoromethyl)benzyl)-2,11-dihydroimidazo[1',5':1,2]pyrido[3,4-b]indol-4-ium chloride [Cl-].BrC1=CC=C(C=C1)C=1N(C=[N+]2C1C=1NC3=CC=CC=C3C1C=C2)CC2=CC=C(C=C2)C(F)(F)F